C(C1=CC=CC=C1)N1CCC(CC1)CCNC(=O)C1(CCN(CC1)C1=NC=CC(=C1)C(F)(F)F)OC N-[2-(1-benzylpiperidin-4-yl)ethyl]-4-methoxy-1-[4-(trifluoromethyl)pyridin-2-yl]piperidine-4-carboxamide